OCC1=CC=C(C=C1)NC(=O)[C@H]1N(CCC1)C([C@H](C(C)C)NC(OC(C)(C)C)=O)=O Tert-butyl ((S)-1-((S)-2-((4-(hydroxymethyl)phenyl)carbamoyl)pyrrolidin-1-yl)-3-methyl-1-oxobut-2-yl)carbamate